N-(2-Amino-4-((4-(trifluoromethyl)phenethyl)amino)phenyl)heptanamid NC1=C(C=CC(=C1)NCCC1=CC=C(C=C1)C(F)(F)F)NC(CCCCCC)=O